OC=1C(=NC=CC1NC=1C(C(C1NC1C(CCC=2C=C(OC21)C)(C)C)=O)=O)C2OCCCC2 3-(3-hydroxy-2-(tetrahydro-2H-pyran-2-yl)pyridin-4-yl)amino-4-((2,6,6-trimethyl-4,5,6,7-tetrahydrobenzofuran-7-yl)amino)cyclobut-3-ene-1,2-dione